3-((1S,3R)-3-((5-cyano-4-(1-(2-hydroxypropyl)-1H-pyrazol-4-yl)pyrimidin-2-yl)amino)cyclohexyl)-3H-imidazo[4,5-b]pyridine-6-carbonitrile C(#N)C=1C(=NC(=NC1)N[C@H]1C[C@H](CCC1)N1C=NC=2C1=NC=C(C2)C#N)C=2C=NN(C2)CC(C)O